(4-(3-hydroxyoxetan-3-yl)phenyl)(4-(2-(4-(trifluoromethyl)phenoxy)ethyl)piperidin-1-yl)methanone OC1(COC1)C1=CC=C(C=C1)C(=O)N1CCC(CC1)CCOC1=CC=C(C=C1)C(F)(F)F